4-(4-(2-(5-amino-8-(furan-2-yl)-1-methyl-2-oxo-1H-[1,2,4]triazolo[5,1-i]purin-3(2H)-yl)ethyl)piperazin-1-yl)-3-fluorobenzoic acid NC=1N2C(C=3N(C(N(C3N1)CCN1CCN(CC1)C1=C(C=C(C(=O)O)C=C1)F)=O)C)=NC(=N2)C=2OC=CC2